ClC1=CC=C2C(=N1)N=C(O2)N2CCN(CC2)C(=O)C2=CC(=C(C=C2)C2=NN(N=C2)CC(C)(C)C)C (4-(5-chlorooxazolo[4,5-b]pyridin-2-yl)piperazin-1-yl)(3-methyl-4-(2-neopentyl-2H-1,2,3-triazol-4-yl)phenyl)methanone